3-(octyl-(2,3,4,5,6-pentahydroxyhexyl)amino)propionic acid C(CCCCCCC)N(CCC(=O)O)CC(C(C(C(CO)O)O)O)O